4'-(3,5-difluorophenoxy)-7'-(trifluoromethylsulfanyl)spiro[1,3-dioxolane-2,1'-indane] FC=1C=C(OC2=C3CCC4(C3=C(C=C2)SC(F)(F)F)OCCO4)C=C(C1)F